5-((5-(3-chloro-2-fluoro-6-(((1R,3R)-3-(methylamino)cyclopentyl)oxy)phenyl)-1H-pyrazol-3-yl)amino)pyrazine-2-carbonitrile ClC=1C(=C(C(=CC1)O[C@H]1C[C@@H](CC1)NC)C1=CC(=NN1)NC=1N=CC(=NC1)C#N)F